CN1CCN(CC1)CC1=C(C=C(C(=O)N)C=C1)C(F)(F)F 4-(4-methyl-piperazin-1-ylmethyl)-3-trifluoromethyl-benzamide